Cl.FC1=C(C=C(OC2CC(C2)N)C=C1)CF (1r,3r)-3-(4-fluoro-3-(fluoromethyl)phenoxy)cyclobutane-1-amine hydrochloride